O1N(OC2=CC=CC=C12)C1OCCC(C1)C(=O)[O-] 1,3-dioxaisoindol-2-yltetrahydro-2H-pyran-4-carboxylate